ClC1=NN=C(C2=CC(=CC=C12)C)Cl 1,4-dichloro-6-methyl-phthalazine